methyl 4-cyano-2-(3-iodophenyl)-2-methylbutanoate C(#N)CCC(C(=O)OC)(C)C1=CC(=CC=C1)I